OC1=C(C=C(C=C1)C1=CC=C(C=C1)/C=C/C(=O)O)C12CC3CC(CC(C1)C3)C2 E-3-(4'-hydroxy-3'-adamantylbiphenyl-4-yl)acrylic acid